1,1,1-trifluoro-2-(5-methyl-5,6-dihydroimidazo[5,1-a]isoquinolin-3-yl)propan-2-ol FC(C(C)(O)C1=NC=C2N1C(CC1=CC=CC=C21)C)(F)F